O=C1C=2C=CC=C(C2C=CC1)S(=O)(=O)O 5,6-dihydro-5-oxo-1-naphthalenesulfonic acid